(S)-1-(5-(phenylthio)pyrazin-2-yl)-4'h,6'h-spiro[piperidine-4,5'-pyrrolo[1,2-b]pyrazol]-4'-amine C1(=CC=CC=C1)SC=1N=CC(=NC1)N1CCC2([C@@H](C=3N(N=CC3)C2)N)CC1